NC1=C2C([C@]3([C@](OC4=C3C=CC(=C4)[C@@H](C)C4CC4)(C2=CC=C1)O)NC(C1=NC(=CC=C1)O)=O)=O N-((4bR,9bR)-1-amino-7-((S)-1-cyclopropylethyl)-4b-hydroxy-10-oxo-4b,10-dihydro-9bH-indeno[1,2-b]benzofuran-9b-yl)-6-hydroxypicolinamide